1-((6-Ethoxy-5-(2-fluorophenyl)pyridin-3-yl)methyl)-1H-1,2,4-triazol C(C)OC1=C(C=C(C=N1)CN1N=CN=C1)C1=C(C=CC=C1)F